COC(=O)C1=CC(=C2C(=N1)C=CN2COCC[Si](C)(C)C)CN2C[C@H](C([C@H](C2)C)(F)F)C 7-(((3R,5S)-4,4-difluoro-3,5-dimethylpiperidin-1-yl)methyl)-1-((2-(trimethylsilyl)ethoxy)methyl)-1H-pyrrolo[3,2-b]pyridine-5-carboxylic acid methyl ester